S(=O)(=O)([O-])[O-].[Pb+2].[Sn+4].S(=O)(=O)([O-])[O-].S(=O)(=O)([O-])[O-] tin lead sulfate